iodobenzenenitrile potassium salt [K].IC1=C(C=CC=C1)C#N